carboxypropyltrimethyl-ammonium chloride [Cl-].C(=O)(O)CCC[N+](C)(C)C